ClC=1C(=NC(=NC1)NC1=C(C=C(C(=C1)[N+](=O)[O-])F)OC)N1C(N(C2=C1C=CC=C2)C)=O 1-(5-chloro-2-(4-fluoro-2-methoxy-5-nitrophenylamino)pyrimidin-4-yl)-3-methyl-1H-benzo[d]imidazol-2(3H)-one